thioglycolic acid, zirconium salt [Zr+4].C(CS)(=O)[O-].C(CS)(=O)[O-].C(CS)(=O)[O-].C(CS)(=O)[O-]